C(#C)C1=NC(C2=CC=CC(=C2C12CC2)F)=O ethynyl-5'-fluoro-1'-oxo-1'H-spiro[cyclopropane-1,4'-isoquinoline]